FC=1C(=C2C(=NC1)NC=C2C(=O)C2=C(C=C(C=C2C)OC2=C(C=CC=C2)F)F)N[C@H]2CO[C@@H](CC2)CO (5-fluoro-4-(((3R,6S)-6-(hydroxymethyl)tetrahydro-2H-pyran-3-yl)amino)-1H-pyrrolo[2,3-b]pyridin-3-yl)(2-fluoro-4-(2-fluorophenoxy)-6-methylphenyl)methanone